4-Bromo-butyronitrile BrCCCC#N